ferric erucate C(CCCCCCCCCCC\C=C/CCCCCCCC)(=O)[O-].[Fe+3].C(CCCCCCCCCCC\C=C/CCCCCCCC)(=O)[O-].C(CCCCCCCCCCC\C=C/CCCCCCCC)(=O)[O-]